NC=1OC2=C(C=C(C=C2C(C1C=O)=O)Cl)Cl 2-AMINO-6,8-DICHLORO-3-FORMYLCHROMONE